FC=1C=C(C=C(C1)F)C1CC=NN1C(=O)C12CC(C1)(C2)COC=2SC(=NN2)C (5-(3,5-difluorophenyl)-4,5-dihydro-1H-pyrazol-1-yl)(3-(((5-methyl-1,3,4-thiadiazol-2-yl)oxy)methyl)bicyclo[1.1.1]pentan-1-yl)methanone